(1r,4r)-4-(3-chloroanilino)-2'-[3-(4-chlorophenyl)propyl]-2',3'-dihydrospiro[cyclohexane-1,1'-indene]-4-carboxylic acid ClC=1C=C(NC2(CCC3(C(CC4=CC=CC=C34)CCCC3=CC=C(C=C3)Cl)CC2)C(=O)O)C=CC1